6,7-bis(2-methoxyethoxy)-N-(3-(1-(tributylstannyl)vinyl)phenyl)quinazolin-4-amine COCCOC=1C=C2C(=NC=NC2=CC1OCCOC)NC1=CC(=CC=C1)C(=C)[Sn](CCCC)(CCCC)CCCC